C(C)(C)(C)C1=C(C=C(C=C1)NC1N(C(CC1C(=O)N)=O)C(C=O)C=1C=C2CCN(C2=CC1)C)F 2-((4-tert-butyl-3-fluorophenyl)amino)-1-(1-(methyl-2,3-dihydro-1H-indol-5-yl)-2-oxoethyl)-5-oxopyrrolidine-3-carboxamide